N1=C(C=CC=C1)CN1C(C2N(CCN(C2)CC=2C=NC3=CC=CC=C3C2)C(C1)=O)=O 8-(pyridin-2-ylmethyl)-2-(quinolin-3-ylmethyl)hexahydro-2H-pyrazino[1,2-a]pyrazine-6,9-dione